3,6-bis(bromomethyl)durene BrCC1=C(C(C)=C(C(=C1C)C)CBr)C